5-(7-hydroxy-1-methyl-2-oxo-3-(phenethylamino)-1,2-dihydroquinolin-6-yl)-1,2,5-thiadiazolidin-3-one 1,1-dioxide OC1=C(C=C2C=C(C(N(C2=C1)C)=O)NCCC1=CC=CC=C1)N1CC(NS1(=O)=O)=O